(E)-1,3-diphenylbut-2-en-1-one C1(=CC=CC=C1)C(\C=C(/C)\C1=CC=CC=C1)=O